CSSC1=CC=CC=[N+]1[O-] The molecule is a pyridine alkaloid that is pyridine N-oxide substituted by a methyldisulfanyl group at position 2. Isolated from Allium stipitatum, it exhibits antibacterial activity. It has a role as a metabolite and an antibacterial agent. It is a member of pyridine N-oxides, an organic disulfide and a pyridine alkaloid. It derives from a pyridine N-oxide.